O=C1NC(CCC1N1C(C2=CC=C(C=C2C1=O)N1CC(CC1)CN1CCC(CC1)C1=CC=C(C=C1)NC=1N=C(N=NC1C(=O)N)N1CCOCC1)=O)=O 5-((4-(1-((1-(2-(2,6-dioxopiperidin-3-yl)-1,3-dioxoisoindolin-5-yl)pyrrolidine-3-yl)methyl)piperidin-4-yl)phenyl)amino)-3-morpholino-1,2,4-triazine-6-carboxamide